N-(thiazol-2-yl)thiourea S1C(=NC=C1)NC(=S)N